S1C([N+]C=C1)C(=O)[O-] 3-Thiazolylium-2-carboxylate